BrC1=NNC(C2=CC=C(C=C12)N(C)C)=O 4-bromo-6-(dimethylamino)-1-oxophthalazin